ethyl 2-((5-phenylisoxazol-3-yl)methyl)oxazole-4-carboxylate C1(=CC=CC=C1)C1=CC(=NO1)CC=1OC=C(N1)C(=O)OCC